(1-methyl-1H-pyrazol-4-yl)-3H-imidazo[4,5-b]pyridineformate CN1N=CC(=C1)OC(=O)C1=NC=2C(=NC=CC2)N1